1-allyl-4-(phenoxy)benzene C(C=C)C1=CC=C(C=C1)OC1=CC=CC=C1